OC=1C=C(C=C(C1)O)S(=O)C1=CC(=CC(=C1)O)O Bis(3,5-dihydroxyphenyl) sulfoxide